2-[(1S,4S)-5-Methyl-2,5-diazabicyclo[2.2.1]heptan-2-yl]-N-[2-(1,3-oxazol-2-yl)-[1,3]thiazolo[5,4-c]pyridin-6-yl]pyrimidin-4-amine CN1[C@@H]2CN([C@H](C1)C2)C2=NC=CC(=N2)NC2=CC1=C(C=N2)SC(=N1)C=1OC=CN1